tert-butyl 2-(2-(3-((1-(cyanomethyl)-1H-indazol-3-yl)carbamoyl)-4-(piperidin-1-yl)benzamido)-5-fluorophenyl)acetate C(#N)CN1N=C(C2=CC=CC=C12)NC(=O)C=1C=C(C(=O)NC2=C(C=C(C=C2)F)CC(=O)OC(C)(C)C)C=CC1N1CCCCC1